3-[1-(3-bromophenyl)-3,3-dimethoxy-cyclobutyl]-4-methyl-1,2,4-triazole BrC=1C=C(C=CC1)C1(CC(C1)(OC)OC)C1=NN=CN1C